3-(4-bromopyrazolo[1,5-a]pyridin-3-yl)propan-1-ol BrC=1C=2N(C=CC1)N=CC2CCCO